CC=1C=C2C=C(C(OC2=CC1)=O)C(=O)OCC ethyl 6-methyl-coumarin-3-carboxylate